(trans-4-(2-((R)-4-(2,3-dichloro-4-fluorophenyl)-3-methylpiperazin-1-yl)ethyl)cyclohexyl)carbamic acid tert-butyl ester C(C)(C)(C)OC(N[C@@H]1CC[C@H](CC1)CCN1C[C@H](N(CC1)C1=C(C(=C(C=C1)F)Cl)Cl)C)=O